neopentyl glycol di-octanoate C(CCCCCCC)(=O)OCC(C)(COC(CCCCCCC)=O)C